C(C1=CC=CC=C1)N(C/C=C/C(=O)OCC)C\C=C\C(=O)OCC ethyl (E)-4-[benzyl-[(E)-4-ethoxy-4-oxo-but-2-enyl]amino]but-2-enoate